ClC1=C(C(=O)N2CC3=CC=CC(=C3CC2)[C@H](CC(=O)O)C2=CC3=C(N(N=N3)C)C(=C2)OC)C=CC(=C1)C(F)(F)F (R)-3-[2-(2-chloro-4-trifluoromethylbenzoyl)-1,2,3,4-tetrahydroisoquinolin-5-yl]-3-(7-methoxy-1-methyl-1H-benzo[d][1,2,3]triazol-5-yl)propionic acid